(1S,5R)-3-(8-cyanoquinolin-5-yl)-N'-(1-methylpiperidine-4-carbonyl)-5-(trifluoromethyl)-3-azaBicyclo[3.1.0]hexane-1-carbohydrazide C(#N)C=1C=CC(=C2C=CC=NC12)N1C[C@@]2(C[C@@]2(C1)C(F)(F)F)C(=O)NNC(=O)C1CCN(CC1)C